2-((2-((4-(1-(3-(2,6-dioxopiperidin-3-yl)benzyl)piperidin-4-yl)-2-isopropoxy-5-methylphenyl)amino)-5-(trifluoromethyl)pyridin-4-yl)amino)-N-methylbenzamide O=C1NC(CCC1C=1C=C(CN2CCC(CC2)C2=CC(=C(C=C2C)NC2=NC=C(C(=C2)NC2=C(C(=O)NC)C=CC=C2)C(F)(F)F)OC(C)C)C=CC1)=O